tert-butyl 4-((1-(4-bromophenyl)-2-azaspiro[3.5]non-2-yl) methyl)-5,7-dimethyl-1H-indole-1-carboxylate BrC1=CC=C(C=C1)C1N(CC12CCCCC2)CC2=C1C=CN(C1=C(C=C2C)C)C(=O)OC(C)(C)C